2-[1-(1H-pyrrolo[3,2-c]pyridine-7-carbonyl)-4-piperidylidene]tricyclo[9.4.0.03,8]pentadeca-1(11),3(8),4,6,12,14-hexaen-9-one N1C=CC=2C=NC=C(C21)C(=O)N2CCC(CC2)=C2C=1C=CC=CC1CC(C=1C=CC=CC21)=O